BrC1=C2C=3CC4(CC4)CCC3NC2=C(C=C1)C(=O)O 5-bromo-1,2,4,9-tetrahydrospiro[carbazole-3,1'-cyclopropane]-8-carboxylic acid